FC=1C=CC=C2C3(CCSC12)N=C1N(C=C(C=C1)C#N)C3 8'-fluoro-3H-spiro[imidazo[1,2-a]pyridine-2,4'-thiochromane]-6-carbonitrile